CN(C1=CC=C(C(=O)O)C=C1)C1CCC(CC1)NC1=C2C(N(C(C2=CC=C1)=O)C1C(NC(CC1)=O)=O)=O 4-{methyl[(1r,4r)-4-{[2-(2,6-dioxopiperidin-3-yl)-1,3-dioxoisoindol-4-yl]amino}cyclohexyl]amino}benzoic acid